NC1=C(C=C(C(=O)N[C@H](C(=O)NC(C(=O)NN(CC(=O)O)C(\C=C\C)=O)C2=CC=CC=C2)C(C)(C)C)C=C1)Cl N-(2-((S)-2-(4-amino-3-chlorobenzamido)-3,3-dimethylbutanamido)-2-phenylacetamido)-N-((E)-but-2-enoyl)glycine